N-(4-fluoro-3-(trifluoromethyl)phenyl)-6-(trifluoromethyl)benzo[b]thiophene-2-carboxamide FC1=C(C=C(C=C1)NC(=O)C1=CC2=C(S1)C=C(C=C2)C(F)(F)F)C(F)(F)F